2-oxo-N-(prop-2-yn-1-yl)-1-(pyridin-4-ylmethyl)indole-6-carboxamide O=C1N(C2=CC(=CC=C2C1)C(=O)NCC#C)CC1=CC=NC=C1